CSC1=CC=C(C(=C)C)C=C1 4-methylsulfanyl-α-methylstyrene